CN1N=NC2=C1C=CC(=C2C)C(C(C(=O)O)(C)C)C2=CC(=C(C=C2)C)CN2C[C@H](OC1=C(C=NC=3C=CC=CC13)C2)CC 3-(1,4-Dimethyl-1H-benzo[d][1,2,3]triazol-5-yl)-3-(3-(((R)-2-ethyl-2,3-dihydro-[1,4]oxazepino[6,7-c]quinolin-4(5H)-yl)methyl)-4-methylphenyl)-2,2-dimethylpropionic acid